C(=O)(C(=C)C)[N-]C(=O)C(=C)C methacryl(methacryl)amide